2-[2-(Benzylthio)-4-nitrophenyl]-5-(trifluoromethyl)-1,3,4-oxadiazole C(C1=CC=CC=C1)SC1=C(C=CC(=C1)[N+](=O)[O-])C=1OC(=NN1)C(F)(F)F